[5-[4-[6-chloro-4-(trifluoromethyl)-2-pyridinyl]piperazin-1-yl]sulfonylindol-1-yl]-(4,5,6,7-tetrahydropyrazolo[1,5-a]pyrazin-3-yl)methanone ClC1=CC(=CC(=N1)N1CCN(CC1)S(=O)(=O)C=1C=C2C=CN(C2=CC1)C(=O)C=1C=NN2C1CNCC2)C(F)(F)F